FC(C=1C=C(C=C(C1)C(F)(F)F)C(C(C)N(CC)CC1=C(C=CC(=C1)C(F)(F)F)C1=CC(=C(C=C1OC)C)OCCCC(=O)O)O)(F)F 4-((2'-(((1-(3,5-bis(trifluoromethyl)phenyl)-1-hydroxypropan-2-yl)(ethyl)amino)methyl)-6-Methoxy-4-methyl-4'-(trifluoromethyl)-[1,1'-biphenyl]-3-yl)oxy)butanoic acid